1,1-Dimethyl-4-methylenecyclohexane CC1(CCC(CC1)=C)C